CS(=O)(=O)ON1CCOC2=C1C=C(C=C2)N (6-amino-2,3-dihydro-1,4-benzoxazin-4-yl) methanesulfonate